NC1=CC=C(C(=C1C(=O)OC)Cl)OC1=C(C(=CC=C1F)N(C(=O)OC(C)(C)C)C(=O)OC(C)(C)C)Cl methyl 6-amino-3-(3-(bis(tert-butoxycarbonyl) amino)-2-chloro-6-fluorophenoxy)-2-chlorobenzoate